COC1(CC(C1)(C1=NN=CN1C)C=1C=C(C=CC1)N1C(C2=CC(=CC(=C2C1)C(F)(F)F)CNC1(CCC1)C)=O)C 2-(3-((1s,3s)-3-methoxy-3-methyl-1-(4-methyl-4H-1,2,4-triazol-3-yl)cyclobutyl)phenyl)-6-(((1-methylcyclobutyl)amino)methyl)-4-(trifluoromethyl)isoindolin-1-one